C(C)(C)(C)OC(=O)N1[C@H](C[C@H](C1)O[Si](C)(C)C(C)(C)C)COC (2R,4R)-4-((tert-butyldimethylsilyl)oxy)-2-(methoxymethyl)pyrrolidine-1-carboxylic acid tert-butyl ester